FC1CCN(CC1)C(=O)OCC1=CC=CC=C1 benzyl 4-fluoro-piperidine-1-carboxylate